3-[[4-[2-(tert-butoxycarbonylamino)-1-(4-trimethylsilylphenyl)ethoxy]-6-(2,6-dimethylphenyl)pyrimidin-2-yl]sulfamoyl]benzoic acid C(C)(C)(C)OC(=O)NCC(OC1=NC(=NC(=C1)C1=C(C=CC=C1C)C)NS(=O)(=O)C=1C=C(C(=O)O)C=CC1)C1=CC=C(C=C1)[Si](C)(C)C